1-(2-Carbonyl-1,2-dihydrobenzo[cd]indol-6-yl)-5-trifluoromethyl-1H-pyrazole-4-carboxylic acid C(=O)=C1NC2=CC=C(C=3C2=C1C=CC3)N3N=CC(=C3C(F)(F)F)C(=O)O